C(C)(C)(C)OC(=O)N[C@H]1CSC2=C(N(C1=O)CC1=CC=C(C=C1)Cl)C=CC=C2 (3R)-3-(tert-butoxycarbonylamino)-5-(4-chlorobenzyl)-4-keto-2,3-dihydro-1,5-benzothiazepine